6-(2-Chloro-6-fluorophenyl)-4-((4-(4-methyl-2-oxopiperazin-1-yl)phenyl)amino)pyridazine-3-carboxylate ClC1=C(C(=CC=C1)F)C1=CC(=C(N=N1)C(=O)[O-])NC1=CC=C(C=C1)N1C(CN(CC1)C)=O